R-binaphthyl phosphate P(=O)(O)(O)O.C1(=CC=CC2=CC=CC=C12)C1=CC=CC2=CC=CC=C12